OC1=C(C=CC(=C1)O)C(\C=C\C=1C=C2CCC(OC2=CC1)(C)C)=O (E)-1-(2,4-Dihydroxyphenyl)-3-(2,2-dimethyl-3,4-dihydrochromen-6-yl)prop-2-en-1-one